C1C(CCC2=CC=CC=C12)NP(C1=CC(=CC=C1)CCCCCCCCCC)C1=CC(=CC=C1)CCCCCCCCCC N-(1,2,3,4-tetrahydronaphthalen-2-yl)-1,1-bis(3-decylphenyl)phosphanamine